(2S)-2-(4-(3-chlorophenyl)-3-hydroxy-4-methyl-3-phenylpentanamido)hexanoic acid ClC=1C=C(C=CC1)C(C(CC(=O)N[C@H](C(=O)O)CCCC)(C1=CC=CC=C1)O)(C)C